CC1[C-]=C(C(=C1C)C)C.CC1[C-]=C(C(=C1C)C)C.CC1[C-]=C(C(=C1C)C)C.[Nd+3] tris(tetramethylcyclopentadienyl)neodymium